1-Naphthaleneacetamide C1(=CC=CC2=CC=CC=C12)CC(=O)N